(3R)-3-amino-8-(2-chloro-5-fluorophenoxy)-7-(difluoromethyl)-1-methyl-1,2,3,4-tetrahydroquinolin-2-one N[C@H]1C(N(C2=C(C(=CC=C2C1)C(F)F)OC1=C(C=CC(=C1)F)Cl)C)=O